fluoro-N-(6-(2-methyl-2-azaspiro[3.3]heptane-6-carbonyl)pyridin-2-yl)benzamide FC1=C(C(=O)NC2=NC(=CC=C2)C(=O)C2CC3(CN(C3)C)C2)C=CC=C1